N-(3-(((2-((4-(4-(2-(2,6-dioxopiperidin-3-yl)benzyl)piperazin-1-yl)phenyl)amino)-5-(trifluoromethyl)pyrimidin-4-yl)amino)methyl)pyridin-2-yl)-N-methylmethanesulfonamide O=C1NC(CCC1C1=C(CN2CCN(CC2)C2=CC=C(C=C2)NC2=NC=C(C(=N2)NCC=2C(=NC=CC2)N(S(=O)(=O)C)C)C(F)(F)F)C=CC=C1)=O